2-chloro-4-hydrazinylpyrido[4,3-d]pyrimidine ClC=1N=C(C2=C(N1)C=CN=C2)NN